COC(=O)C1=C(C=C2C(C=CNC2=C1)=O)OC 6-methoxy-4-oxo-1,4-dihydroquinoline-7-carboxylic acid methyl ester